1-(2-(3,8-diazabicyclo[3.2.1]octan-3-yl)-7-(thiazol-2-yl)-4-(trifluoromethoxy)benzo[d]oxazol-5-yl)cyclopropan-1-ol C12CN(CC(CC1)N2)C=2OC1=C(N2)C(=C(C=C1C=1SC=CN1)C1(CC1)O)OC(F)(F)F